methyl 2-(6-(2-(tert-butoxycarbonyl)-6-methylphenyl)-1-(6-((tert-butoxycarbonyl)amino)hexyl)-1H-pyrrolo[2,3-b]pyridin-2-yl)-7-methoxy-1-methyl-1H-benzo[d]imidazole-5-carboxylate C(C)(C)(C)OC(=O)C1=C(C(=CC=C1)C)C1=CC=C2C(=N1)N(C(=C2)C2=NC1=C(N2C)C(=CC(=C1)C(=O)OC)OC)CCCCCCNC(=O)OC(C)(C)C